tert-butyl (1R,5S,8S)-8-{[1-(propan-2-yl)-5-[4-(trifluoromethoxy) phenoxy]-1H-1,2,4-triazol-3-yl] amino}-3-azabicyclo[3.2.1]octane-3-carboxylate CC(C)N1N=C(N=C1OC1=CC=C(C=C1)OC(F)(F)F)NC1[C@H]2CN(C[C@@H]1CC2)C(=O)OC(C)(C)C